COC1=CC(=C(C(=O)[O-])C=C1OC)[N+](=O)[O-] 4,5-dimethoxy-2-nitro-benzoate